OC1=C(C(=C(C(=O)OC2=C(C(=C(C=3CCCC23)C(=O)OC(C)(C)C)C)C)C(=C1)C)C)C tert-butyl 7-((4-hydroxy-2,3,6-trimethylbenzoyl)oxy)-5,6-dimethyl-2,3-dihydro-1H-indene-4-carboxylate